4-[2-(5-bromo-quinoxalin-6-ylamino)-4,5-dihydro-imidazol-1-yl]-4-oxo-butyric acid (S)-1-(tert-butylamino-methyl)-2-(4-morpholin-4-yl-[1,2,5]thiadiazol-3-yloxy)-ethyl ester C(C)(C)(C)NC[C@@H](COC1=NSN=C1N1CCOCC1)OC(CCC(=O)N1C(=NCC1)NC=1C(=C2N=CC=NC2=CC1)Br)=O